C(CCCCCCC)C=1C(=C(C(=C(C1C(=O)O)C(=O)O)CCCCCCCC)C(=O)O)CCCCCCCC trinormal octyl-trimellitic acid